CN1C[C@H]2[C@H](OCCN2C2=CC=C(N=N2)C2=C(C=CC=C2CC)O)CC1 2-[6-[(4aS,8aR)-6-methyl-3,4a,5,7,8,8a-hexahydro-2H-pyrido[4,3-b][1,4]oxazin-4-yl]pyridazin-3-yl]-3-ethyl-phenol